2-ethyl-acryloylchloride C(C)C(C(=O)Cl)=C